CCCCCCCCC(CCCCCCCC)OC(CCCCCCCN(CCN1CCN(CC1)C(=O)OC(C)(C)C)CCCCCC(OC(CC)CCCCCCCCCC)=O)=O tert-butyl 4-(2-((8-(heptadecan-9-yloxy)-8-oxooctyl)(6-oxo-6-(tridecan-3-yloxy)hexyl)amino)ethyl)piperazine-1-carboxylate